tert-butyl 2,2-dioctylhydrazine-1-carboxylate C(CCCCCCC)N(NC(=O)OC(C)(C)C)CCCCCCCC